C1(=CC=CC=C1)C=1C(=CC(=CC1)C1=CC=CC=C1)O [1,1':4',1''-terphenyl]-2'-ol